CN1N=CC(=C1)S(=O)(=O)NC1=NC(=C(C(=N1)OC1=CC(=CC=C1)N1CCN(CC1)C)C(F)(F)F)C1=C(C=CC=C1)C 1-methyl-N-[4-[3-(4-methylpiperazin-1-yl)phenoxy]-6-(o-tolyl)-5-(trifluoromethyl)pyrimidin-2-yl]pyrazole-4-sulfonamide